2-((4-(3-((4-Chloro-2-fluorobenzyl)oxy)phenyl)piperidin-1-yl)methyl)-4-(ethoxy-1,1-d2)-1-methyl-1H-benzo[d]imidazole ClC1=CC(=C(COC=2C=C(C=CC2)C2CCN(CC2)CC2=NC3=C(N2C)C=CC=C3OC(C)([2H])[2H])C=C1)F